lithium (R)-1-((2S,3S,5R)-5-(5-fluoro-2,4-dioxo-3,4-dihydropyrimidin-1(2H)-yl)-3-hydroxytetrahydrofuran-2-yl)ethyl phosphate P(=O)(O[C@H](C)[C@H]1O[C@H](C[C@@H]1O)N1C(NC(C(=C1)F)=O)=O)([O-])[O-].[Li+].[Li+]